benzyl (2S)-4-(2-methoxyethyl)-2-methyl-1,4-diazepane-1-carboxylate COCCN1C[C@@H](N(CCC1)C(=O)OCC1=CC=CC=C1)C